tert-butyl (R)-4-(methylsulfonyl)-3-(((methylsulfonyl)oxy)methyl)piperazine-1-carboxylate CS(=O)(=O)N1[C@H](CN(CC1)C(=O)OC(C)(C)C)COS(=O)(=O)C